ethyl 3-(((tert-butyldimethylsilyl)oxy)methyl)-1-((2,4-dichlorophenyl)sulfonyl)azetidine-3-carboxylate [Si](C)(C)(C(C)(C)C)OCC1(CN(C1)S(=O)(=O)C1=C(C=C(C=C1)Cl)Cl)C(=O)OCC